4-((2-(dibutylamino)ethyl)amino)-benzamide C(CCC)N(CCNC1=CC=C(C(=O)N)C=C1)CCCC